C(C)(C)(C)N(C(O)=O)C(C(=O)NCC1=NC=CC=C1[Se]C)(C)C.CN(C1=CC=C(C=C1)C1=CC(=CC(=C1)C1=CC=C(C=C1)N(C)C)C1=CC=C(C=C1)N(C)C)C 1,3,5-tris(4-dimethylaminophenyl)benzene tert-butyl-(2-methyl-1-(((3-(methylselanyl)pyridin-2-yl)methyl)amino)-1-oxopropan-2-yl)carbamate